COC1=NC=CC=C1C1=CN2C(S1)=C(C=N2)C(=O)NC=2C(=NC=C(C2)C(NCCN2[C@H](CCC2)C)=O)C (S)-2-(2-methoxypyridin-3-yl)-N-(2-methyl-5-((2-(2-methylpyrrolidin-1-yl)ethyl)carbamoyl)pyridin-3-yl)pyrazolo[5,1-b]thiazole-7-carboxamide